(S)-3-(5-chloropyridin-3-yl)isoxazolidine ClC=1C=C(C=NC1)[C@H]1NOCC1